4-(2,2-difluoroethyl)-1λ6-thiomorpholin-1-oxide FC(CN1CC[SH2](CC1)=O)F